6-((2-(4-amino-1,2,5-oxadiazol-3-yl)-7-fluoro-benzimidazol-1-yl)methyl)pyridazin-3-ol NC=1C(=NON1)C1=NC2=C(N1CC1=CC=C(N=N1)O)C(=CC=C2)F